{3-[4-(1,3-Dioxolan-2-yl)anilino]phenyl}prop-2-enamide O1C(OCC1)C1=CC=C(NC=2C=C(C=CC2)C(C(=O)N)=C)C=C1